2,3-diacetoxy-4-((4-(4-((3-(3,6-difluoropyridin-2-yl)-1-((1r,4r)-4-ethoxycyclohexyl)-1H-pyrazol-4-yl)carbamoyl)thiazol-2-yl)-1H-pyrazol-1-yl)methoxy)-4-oxobutanoic acid C(C)(=O)OC(C(=O)O)C(C(=O)OCN1N=CC(=C1)C=1SC=C(N1)C(NC=1C(=NN(C1)C1CCC(CC1)OCC)C1=NC(=CC=C1F)F)=O)OC(C)=O